N-(4-(6-([1,1'-biphenyl]-4-yl-(9,9-dimethyl-9H-fluoren-2-yl)amino)-1,3,3-trimethyl-2,3-dihydro-1H-inden-1-yl)phenyl)-9,9-dimethyl-9H-fluoren-2-amine C1(=CC=C(C=C1)N(C1=CC=C2C(CC(C2=C1)(C)C1=CC=C(C=C1)NC1=CC=2C(C3=CC=CC=C3C2C=C1)(C)C)(C)C)C1=CC=2C(C3=CC=CC=C3C2C=C1)(C)C)C1=CC=CC=C1